ClC1=C(C=CC(=C1)F)[C@@H](C)NC(=O)[C@]1(C=2C=CC=NC2C(CC1)=O)F (S)-N-((R)-1-(2-chloro-4-fluorophenyl)ethyl)-5-fluoro-8-oxo-5,6,7,8-tetrahydroquinoline-5-carboxamide